NC=1C2=C(N=CN1)N(C=C2C(=O)NC2=CC(=C(C=C2)COC)C)C(C)(C)C 4-amino-7-(tert-butyl)-N-(4-(methoxymethyl)-3-methylphenyl)-7H-pyrrolo[2,3-d]pyrimidine-5-carboxamide